OC1CN(CCC1N1C([C@@H](CC1)OC[C@H](C)OC1=C(C(NN=C1)=O)C(F)(F)F)=O)C1=NC=C(C=N1)C(F)(F)F Syn-5-(((2S)-1-(((3R)-1-(3-hydroxy-1-(5-(trifluoromethyl)pyrimidin-2-yl)piperidin-4-yl)-2-oxopyrrolidin-3-yl)oxy)propan-2-yl)oxy)-4-(trifluoromethyl)pyridazin-3(2H)-one